(cis)-3-((4-(4-ethynyl-2-fluorophenyl)phthalazin-1-yl)amino)-1-methylcyclobutan-1-ol C(#C)C1=CC(=C(C=C1)C1=NN=C(C2=CC=CC=C12)NC1CC(C1)(O)C)F